C(=O)(O)C=1C=C2C(C(=O)N(C2=O)O)=CC1 4-carboxy-N-hydroxyphthalimide